1-amino-3-{4-chloro-2-fluoro-5-[(5-fluoro-2-hydroxypyridin-3-yl)thio]Phenyl}-6-(trifluoromethyl)pyrimidine-2,4(1H,3H)-dione NN1C(N(C(C=C1C(F)(F)F)=O)C1=C(C=C(C(=C1)SC=1C(=NC=C(C1)F)O)Cl)F)=O